O=C[C@H](O)[C@@H](O)[C@H](O)[C@H](O)CO.[O] oxygen glucose